C(#N)CC(=O)NCC(C)N(C1=C(C=C(C=C1C)C)C)C=1C=C2N(CCC3=CC(=C(C=C23)OC)OC)C(N1)=O 2-cyano-N-[2-({9,10-dimethoxy-4-oxo-6H,7H-pyrimido[4,3-a]isoquinolin-2-yl}(2,4,6-trimethylphenyl)amino)propyl]acetamide